C(C1=CC=CC=C1)NC1[C@@H]2[C@H](N([C@H](C1)CC2)C(C(C2=CC=CC=C2)C2=CC=CC=C2)=O)C(=O)O (1S,3S,4R)-5-(benzylamino)-2-(2,2-diphenylacetyl)-2-azabicyclo[2.2.2]octane-3-carboxylic acid